methyl trans-4-[(3-methylindazol-1-yl)methyl]cyclohexanecarboxylate CC1=NN(C2=CC=CC=C12)C[C@@H]1CC[C@H](CC1)C(=O)OC